BrC1=CC=C(C=C1)N1CCN(CC1)C=1C=CC(=NC1)C(C(C(C)C)C)=O 1-(5-(4-(4-bromophenyl)piperazin-1-yl)pyridin-2-yl)-2,3-dimethylbutan-1-one